(R)-N-(2,3-dichloro-4-(N-(1-(piperidin-4-yl)ethyl)sulfamoyl)phenyl)-2-methylbenzamide ClC1=C(C=CC(=C1Cl)S(N[C@H](C)C1CCNCC1)(=O)=O)NC(C1=C(C=CC=C1)C)=O